methyl 4-((5-(4-(dimethylcarbamoyl)phenyl)-1-methyl-1H-indazole-3-carboxamido)methyl)benzoate CN(C(=O)C1=CC=C(C=C1)C=1C=C2C(=NN(C2=CC1)C)C(=O)NCC1=CC=C(C(=O)OC)C=C1)C